NC=1C(=CN=NC1)C1=NNC(=C1)N1C(C(CC1)CC1=CC(=C(C(=C1)F)F)F)=O 1-(3-(5-Aminopyridazin-4-yl)-1H-pyrazol-5-yl)-3-(3,4,5-trifluorobenzyl)pyrrolidin-2-one